tert-Butyl 4-[4-[3-cyano-4-[1-(5-fluoro-2-pyridyl)-2-methoxy-ethoxy]pyrazolo[1,5-a]pyridin-6-yl]-5-methyl-triazol-1-yl]piperidine-1-carboxylate C(#N)C=1C=NN2C1C(=CC(=C2)C=2N=NN(C2C)C2CCN(CC2)C(=O)OC(C)(C)C)OC(COC)C2=NC=C(C=C2)F